3,5-diphenyl-1-pyrazolate C1(=CC=CC=C1)C1=NN(C(=C1)C1=CC=CC=C1)C(=O)[O-]